butyl-[bis(tricyclo[3.3.1.13,7]dec-3-yl)]phosphine ethyl-(2S)-2-(4-methylcyclohexyl)-2-[(2-methylpyrazole-3-carbonyl)amino]acetate C(C)OC([C@@H](NC(=O)C=1N(N=CC1)C)C1CCC(CC1)C)=O.C(CCC)P(C12CC3CC(CC(C1)C3)C2)C23CC1CC(CC(C2)C1)C3